CC1=C(C2=C(C(N=C(S2)N2CCC3(OC[C@@H](O3)C)CC2)=O)C=C1C(F)(F)F)[N+](=O)[O-] (S)-7-methyl-2-(2-methyl-1,4-dioxa-8-azaspiro[4.5]decan-8-yl)-8-nitro-6-(trifluoromethyl)-4H-1,3-benzothiazin-4-one